tetramethylammonium 2-hexyldecanoate C(CCCCC)C(C(=O)[O-])CCCCCCCC.C[N+](C)(C)C